(R)-4-(methylamino)-1-(1-(thiazol-4-yl)ethyl)-7-(trifluoromethyl)quinazolin-2(1H)-one CNC1=NC(N(C2=CC(=CC=C12)C(F)(F)F)[C@H](C)C=1N=CSC1)=O